ClC=1C(=CC2=CN(N=C2C1)CC1(CC1)C)\N=C\1/NC(N(C(N1CC1=C(C=C(C(=C1)F)F)F)=O)CC1=NN(C=N1)C)=O (E)-6-((6-chloro-2-((1-methylcyclopropyl)methyl)-2H-indazol-5-yl)imino)-3-((1-methyl-1H-1,2,4-triazol-3-yl)methyl)-1-(2,4,5-trifluorobenzyl)-1,3,5-triazine-2,4-dione